1-Azido-13-oxo-3,6,9-trioxa-12-azahexadecan-16-oic acid N(=[N+]=[N-])CCOCCOCCOCCNC(CCC(=O)O)=O